C1(=CCCCC1)CCCCCCCC\C=C/CCCCCCCC(=O)O.NCOCCOCN 1,2-bis(Aminomethoxy)ethane cyclohexeneoleate